C(CCCCCCCCCCCCCCCCCCC)NCC(C)N N-Arachidylpropylendiamin